C(C)(C)N1C(NC(N=C1)=O)=O isopropyl-1,3,5-triazine-2,4(1H,3H)-dione